ClCC(=O)[C@H]1[C@@H](C1)F |r| rac-2-chloro-1-((1S,2R)-2-fluorocyclopropyl)ethan-1-one